C(#N)C([C@H](C[C@H]1C(NCC1)=O)NC([C@H](CC(C)C)NC([C@H](C(C)C)NC(OCC1=CC=CC=C1)=O)=O)=O)O benzyl ((2S)-1-(((2S)-1-(((2S)-1-cyano-1-hydroxy-3-((S)-2-oxopyrrolidin-3-yl)propan-2-yl)amino)-4-methyl-1-oxopentan-2-yl)amino)-3-methyl-1-oxobutan-2-yl)carbamate